(3aR,5s,6aS)-2-(((R)-1,4-dioxan-2-yl)methyl)-N-(5-(difluoromethyl)-6-(2,3,5-trifluorophenyl)pyridazin-3-yl)octahydrocyclopenta[c]pyrrol-5-amine O1[C@@H](COCC1)CN1C[C@@H]2[C@H](C1)CC(C2)NC=2N=NC(=C(C2)C(F)F)C2=C(C(=CC(=C2)F)F)F